CC1(C2=CC=CC=C2C=2C=CC(=CC12)C=1C=C(C=CC1)C1=CC(=CC=C1)C1=NC(=NC(=N1)C1=CC=CC=C1)C1=CC=CC=C1)C 2-[3'-(9,9-dimethyl-9H-fluoren-2-yl)-1,1'-biphenyl-3-yl]-4,6-diphenyl-1,3,5-Triazine